C(C=C)(=O)OCCC[Si](OCC)(C)C acryloyloxypropyl-dimethyl-monoethoxysilane